4-bromo-5-fluoro-2-(trifluoromethyl)pyridine BrC1=CC(=NC=C1F)C(F)(F)F